FC(C=1C(N(N=C(C1)N[C@@H]1C[C@@H](CCC1)C(=O)N1CCN(CC1)C1=NC=C(C=N1)C(F)(F)F)COCC[Si](C)(C)C)=O)(F)F 4-(trifluoromethyl)-6-[[(1S,3R)-3-[4-[5-(trifluoromethyl)pyrimidin-2-yl]piperazine-1-carbonyl]cyclohexyl]amino]-2-(2-trimethylsilylethoxymethyl)pyridazin-3-one